Cl.N1C=NC(=C1)C1=CC=C(C=C1)N(C(\C=C\C1=CC(=C(C=C1)O)OC)=O)CC1=CC(=CC(=C1)OC)OC (E)-N-(4-(1H-imidazol-4-yl)phenyl)-N-(3,5-dimethoxybenzyl)-3-(4-hydroxy-3-methoxyphenyl)acrylamide hydrochloride